NC1=C(C=C(C=C1)S(=O)(=O)C1CC2(C1)CCN(CC2)C(=O)OC(C)(C)C)C tert-butyl 2-((4-amino-3-methylphenyl)sulfonyl)-7-azaspiro[3.5]nonane-7-carboxylate